8-Cyclopentyl-N-(3-fluoro-5-(1-(thiophen-3-yl)-1H-pyrazol-4-yl)benzyl)-7H-purine-6-carboxamide C1(CCCC1)C1=NC2=NC=NC(=C2N1)C(=O)NCC1=CC(=CC(=C1)C=1C=NN(C1)C1=CSC=C1)F